C(C1=CC=CC=C1)OC(=O)N1[C@@H](C[C@@H](C1)C(=O)O)C(=O)O (2S,4S)-1-((benzyloxy)carbonyl)pyrrolidine-2,4-dicarboxylic acid